(1,3,5-Triazinan-1,3,5-triyl)tris(2-bromoethanon) N1(CN(CN(C1)C(CBr)=O)C(CBr)=O)C(CBr)=O